4-chloro-2-fluorobenzofuran ClC1=CC=CC2=C1C=C(O2)F